2-chloro-4-(dibenzo[b,d]furan-3-yl)quinazoline ClC1=NC2=CC=CC=C2C(=N1)C=1C=CC2=C(OC3=C2C=CC=C3)C1